FC1=NC=C(C=C1CCNC(=O)C1=NC(=CN=C1)C1=CC=C(C=C1)C(C)(C)O)OC N-(2-(2-fluoro-5-methoxypyridin-3-yl)ethyl)-6-(4-(2-hydroxypropan-2-yl)phenyl)pyrazine-2-carboxamide